CC=1N=CC(=NC1)N[C@@H]1C[C@H](CC1)NC1=CC=C(C=N1)N1C(C(=CC=C1)C#N)=O 6'-(((1S,3S)-3-((5-Methylpyrazin-2-yl)amino)cyclopentyl)amino)-2-oxo-2H-[1,3'-bipyridine]-3-carbonitrile